C(C1=CC=CC=C1)OC([C@@H](N)CC(=O)O)=O L-aspartic acid-1-benzyl ester